COC=1N=C2C(=CC=NC2=CC1OC)OC1=C(C=C(C=C1)NC(=O)C1=C(N(C(=C(C1=O)C1=CC=C(C=C1)F)C)C)C)F N-[4-[(6,7-dimethoxy-1,5-naphthyridin-4-yl)oxy]-3-fluorophenyl]-5-(4-fluorophenyl)-1,2,6-trimethyl-4-oxopyridine-3-carboxamide